(phenanthrenyl)(naphthyl)picene C1(=CC=CC=2C3=CC=CC=C3C=CC12)C1=C(C2=C3C=CC4=C5C=CC=CC5=CC=C4C3=CC=C2C=C1)C1=CC=CC2=CC=CC=C12